BrC=1C2=C(C=NC1)C(=CN2CC)Cl 7-bromo-3-chloro-1-ethyl-1H-pyrrolo[3,2-c]pyridine